2-isopropyl-5-Methyl-cyclohexanecarboxylic acid C(C)(C)C1C(CC(CC1)C)C(=O)O